CC1=CC=C(COC2=C(C3=CC=CC=C3C=C2)C=O)C=C1 ((4-methylbenzyl)oxy)-1-naphthaldehyde